3-(docosylamino)-N1,N1,4-tridodecyl-1-piperazineethylamine C(CCCCCCCCCCCCCCCCCCCCC)NC1CN(CCN1CCCCCCCCCCCC)CCN(CCCCCCCCCCCC)CCCCCCCCCCCC